C(C)(=O)O[C@H](COC1=C(C=C(C=C1)S(=O)(=O)C1=CC(=C(C=C1)OC[C@@H](CN1C=NC=C1)OC(C)=O)Cl)Cl)CCl (R)-1-(4-((4-((R)-2-acetoxy-3-(1H-imidazol-1-yl) propoxy)-3-chlorophenyl) sulfonyl)-2-chlorophenoxy)-3-chloropropan-2-yl acetate